3-fluoro-4-methanesulfonyl-N-{2-[4-(methoxymethyl)-4-methylpiperidin-1-yl]phenyl}benzene-1-sulfonamide FC=1C=C(C=CC1S(=O)(=O)C)S(=O)(=O)NC1=C(C=CC=C1)N1CCC(CC1)(C)COC